N-((6S,7S)-5-((S)-3,3-difluoro-2-hydroxy-2-methylpropanoyl)-6-((2,3'-difluoro-[1,1'-biphenyl]-3-yl)methyl)-5-azaspiro[2.4]heptan-7-yl)-1-fluoromethanesulfonamide FC([C@@](C(=O)N1CC2(CC2)[C@@H]([C@@H]1CC=1C(=C(C=CC1)C1=CC(=CC=C1)F)F)NS(=O)(=O)CF)(C)O)F